N-methyl-morpholine sulfur [S].CN1CCOCC1